FC(C(=O)O)(F)F.ClC=1C(=NC(=NC1)N[C@H]1CNCC1)N(C)C (R)-5-chloro-N4,N4-dimethyl-N-(pyrrolidin-3-yl)pyrimidine-2,4-diamine 2,2,2-trifluoroacetate